N-(phosphonomethyl)glycine trimethylsulfonium salt C[S+](C)C.P(=O)(O)(O)CNCC(=O)[O-]